FC(S(=O)(=O)[O-])(F)F.C(CCCCCCC)OC1=CC=C(C=C1)S[IH+] [4-(octyloxy)phenylsulfenyl]iodonium trifluoromethanesulfonate